CCCCCCCCCCC/C=C/C=C/C=O hexadecadienal